cyclopropyl(5-((R)-4-(4-fluoropyrazolo[1,5-a]pyridin-2-yl)-1,4,6,7-tetrahydro-5H-imidazo[4,5-c]pyridin-5-yl)pyrazin-2-yl)methanol C1(CC1)C(O)C1=NC=C(N=C1)N1[C@H](C2=C(CC1)NC=N2)C2=NN1C(C(=CC=C1)F)=C2